N-(2'-chloro-3''-fluoro-4''-formyl-5''-methoxy-2-methyl-[1,1':3',1''-terphenyl]-3-yl)-1,3-dimethyl-2,4-dioxo-1,2,3,4-tetrahydropyrimidine-5-carboxamide ClC1=C(C=CC=C1C1=CC(=C(C(=C1)OC)C=O)F)C1=C(C(=CC=C1)NC(=O)C=1C(N(C(N(C1)C)=O)C)=O)C